N,N-dimethyl-aminoethyl acrylate C(C=C)(=O)OCCN(C)C